N1(N=CC=C1)CCC(=O)N1C[C@H](CCC1)C1=CC(=C2C=C(NC2=C1F)C(=O)OC)C1=CC=C(C=C1)N1CCN(CC1)C(=O)OC(C)(C)C Methyl (R)-6-(1-(3-(1H-pyrazol-1-yl)propanoyl)piperidin-3-yl)-4-(4-(4-(tert-butoxycarbonyl)piperazin-1-yl)phenyl)-7-fluoro-1H-indole-2-carboxylate